ClC1=C(C=C2CCNCC2=C1)NC1=NC=C(C(=N1)C=1SC=C(C1)C=1OC=CN1)C(F)(F)F 7-Chloro-N-(4-(4-(oxazol-2-yl)thiophen-2-yl)-5-(trifluoromethyl)pyrimidin-2-yl)-1,2,3,4-tetrahydroisoquinolin-6-amine